C(CCCCCC(=O)O)CCCCC(=O)O The molecule is an alpha,omega-dicarboxylic acid that is dodecane in which the methyl groups have been oxidised to the corresponding carboxylic acids. It has a role as an EC 1.1.1.1 (alcohol dehydrogenase) inhibitor and a human metabolite. It is a conjugate acid of a dodecanedioate(2-). It derives from a hydride of a dodecane.